C(CCCCCCCCCCC\C=C/CCCCCCCC)CN(C)CCC Erucyl-propyl-dimethylamine